FC(OC1=C(CNC(OC(C)(C)C)=O)C=CC(=C1)C#C)F Tert-butyl 2-(difluoromethoxy)-4-ethynylbenzylcarbamate